N-{(1S)-1-cyano-2-[(3S)-2-oxopyrrolidin-3-yl]ethyl}-N2-[(1-ethyl-4-methyl-1H-pyrazolyl)carbonyl]-L-leucinamide C(#N)[C@H](C[C@H]1C(NCC1)=O)NC([C@@H](NC(=O)C1=NN(C=C1C)CC)CC(C)C)=O